2-(2-cyclopropyl-7-isopropyl-3-nitro-4-oxopyrazolo[1,5-d][1,2,4]triazin-5(4H)-yl)-N-((1s,3s)-3-hydroxy-3-methylcyclobutyl)acetamide C1(CC1)C1=NN2C(=NN(C(C2=C1[N+](=O)[O-])=O)CC(=O)NC1CC(C1)(C)O)C(C)C